[N+](=O)([O-])C1=C(C=CC(=C1)C(=O)O)C(=O)O 2-Nitro-1,4-benzenedicarboxylic acid